C(C1=CC=CC=C1)OC1=C(C(=NC(=C1)OCC1OCCCC1)Cl)C(OC)OC 4-(Benzyloxy)-2-chloro-3-(dimethoxymethyl)-6-((tetrahydro-2H-pyran-2-yl)methoxy)pyridine